5-[7-amino-2-(2-cyano-2-methylideneethyl)-1-oxo-2,3-dihydro-1H-isoindol-4-yl]-N,N-dimethyl-1H-indazole-3-carboxamide NC=1C=CC(=C2CN(C(C12)=O)CC(=C)C#N)C=1C=C2C(=NNC2=CC1)C(=O)N(C)C